FC=1C=C(C=CC1B1OC(C(O1)(C)C)(C)C)C1(C(NC2=C(C=CC=C12)C(F)(F)F)=O)C1=CC=C(C=C1)OC(F)(F)F 3-(3-fluoro-4-(4,4,5,5-tetramethyl-1,3,2-dioxaborolan-2-yl)phenyl)-3-(4-(trifluoromethoxy)phenyl)-7-(trifluoromethyl)indolin-2-one